butyric acid succinimidyl ester C1(CCC(N1OC(CCC)=O)=O)=O